COC=1C=C(C=CC1)C1=NN(C=C1)C1=NC(=NC(=C1)N1CCN(CC1)C)OCC(CO)O 3-((4-(3-(3-methoxyphenyl)-1H-pyrazol-1-yl)-6-(4-methylpiperazin-1-yl)pyrimidin-2-yl)oxy)propane-1,2-diol